1-(4-((4-(3-(dimethylamino)quinoxalin-6-yl)-5-fluoropyrimidin-2-yl)amino)piperidin-1-yl)ethan-1-one CN(C=1C=NC2=CC=C(C=C2N1)C1=NC(=NC=C1F)NC1CCN(CC1)C(C)=O)C